CN1N=CC=2N=CN=C(C21)N[C@H](C(=O)O)CCN(CCCCC2=NC=1NCCCC1C=C2)CCOC2=NC=CC=C2 (S)-2-((1-methyl-1H-pyrazolo[4,3-d]pyrimidin-7-yl)amino)-4-((2-(pyridin-2-yloxy)ethyl)(4-(5,6,7,8-tetrahydro-1,8-naphthyridin-2-yl)butyl)amino)butanoic acid